methylnaphthalen-1-amine CC1=C(C2=CC=CC=C2C=C1)N